2-(5-((2-cyanobenzo[d]thiazol-6-yl)oxy)-2-hydroxy-3-methoxyphenoxy)acetic acid C(#N)C=1SC2=C(N1)C=CC(=C2)OC=2C=C(C(=C(OCC(=O)O)C2)O)OC